5-cyano-2-methoxyphenylboronic acid C(#N)C=1C=CC(=C(C1)B(O)O)OC